2-amino-N-((3S,4S)-1-(imidazo[1,5-a]pyridine-8-carbonyl)-4-phenylpiperidin-3-yl)acetamide NCC(=O)N[C@@H]1CN(CC[C@H]1C1=CC=CC=C1)C(=O)C=1C=2N(C=CC1)C=NC2